OC(CCCC)C1=C(C(=O)O)C=CC=C1 2-(1-hydroxyamyl)benzoic acid